7-isopropenyl-pyrrolo[2,1-f][1,2,4]Triazin-4-amine C(=C)(C)C1=CC=C2C(=NC=NN21)N